BrC=1C=NC=C(C1)S(=O)(=O)CC 3-Bromo-5-(ethylsulfonyl)pyridine